CN1CCN(CC1)CCCC(=O)OCC1=CC(=C(C(=C1)OCC(CCCC)CC)OCC(CCCC)CC)OCC(CCCC)CC 3,4,5-Tris((2-ethylhexyl)oxy)benzyl 4-(4-methylpiperazin-1-yl)butanoate